C1(CCCCC1)CN1C(CN(CC1)CC1=CC=2N(C=C1)N=CC2N2C(NC(CC2)=O)=O)=O 1-(5-((4-(cyclohexylmethyl)-3-oxopiperazin-1-yl)methyl)pyrazolo[1,5-a]pyridin-3-yl)dihydropyrimidine-2,4(1H,3H)-dione